1,4-bis(4-phenoxybenzoyl)benzene methyl-4-(3-fluorobenzoyl)-1H-pyrrole-2-carboxylate COC(=O)C=1NC=C(C1)C(C1=CC(=CC=C1)F)=O.O(C1=CC=CC=C1)C1=CC=C(C(=O)C2=CC=C(C=C2)C(C2=CC=C(C=C2)OC2=CC=CC=C2)=O)C=C1